di(3-methylbutyl) glutarate C(CCCC(=O)OCCC(C)C)(=O)OCCC(C)C